[Si](C)(C)(C(C)(C)C)OC\C=C/CO (Z)-4-(tert-butyldimethylsilyloxy)-2-buten-1-ol